3,3-difluoro-4-(hydroxymethyl)piperidine-1-carboxylic acid tert-butyl ester C(C)(C)(C)OC(=O)N1CC(C(CC1)CO)(F)F